ClC1=C(C=CC=C1C1=CC=C(C(=N1)OC)CN1CC(C1)C(=O)O)C1=C(C(=CC=C1)NC(=O)C=1C(N(C(N(C1)C)=O)C)=O)Cl 1-((6-(2,2'-dichloro-3'-(1,3-dimethyl-2,4-dioxo-1,2,3,4-tetrahydropyrimidine-5-carboxamido)-[1,1'-biphenyl]-3-yl)-2-methoxypyridin-3-yl)methyl)azetidine-3-carboxylic acid